methoxyl-calcium ethoxide [O-]CC.O(C)[Ca+]